CN1[C@H](CCC1)C=1N=C2N(C=C(C=C2)NC(=O)C=2C=CC3=C(N=CS3)C2)C1 |r| rac-N-[2-(1-methylpyrrolidin-2-yl)imidazo[1,2-a]pyridin-6-yl]-1,3-benzothiazole-5-carboxamide